C1(CC1)C=1C=CC(=NC1CC1=CC=C(C=C1)F)C(=O)NC(CC)(CC)C(NCCOCCOCCNC1=CC=C(C2=NSN=C21)[N+](=O)[O-])=O 5-Cyclopropyl-6-(4-fluorobenzyl)-N-(3-((2-(2-(2-((7-nitrobenzo[c][1,2,5]thiadiazol-4-yl)amino)ethoxy)ethoxy)ethyl)carbamoyl)pentan-3-yl)picolinamide